NC1=CC(=NN1C(C)(C)C)[C@H]1C[C@@H](CC1)N1C(NC(C1)(C)C)=O 1-((1r,3r)-3-(5-amino-1-(tert-butyl)-1H-pyrazol-3-yl)cyclopentyl)-4,4-dimethylimidazolidin-2-one